ethyl (R)-11-chloro-3,3-dimethyl-8-oxo-12-(2-(3-oxo-[1,2,4]triazolo[4,3-a]pyridin-2(3H)-yl)ethoxy)-2,3,8,13b-tetrahydro-1H-pyrido[2,1-a]pyrrolo[1,2-c]phthalazine-7-carboxylate ClC=1C(=CC=2[C@@H]3N(N4C(C2C1)=CC(C(=C4)C(=O)OCC)=O)C(CC3)(C)C)OCCN3N=C4N(C=CC=C4)C3=O